tert-butyl 4-[2-[3-[4-(ethylsulfonylmethyl)-2-[6-methyl-7-oxo-1-(p-tolylsulfonyl)pyrrolo[2,3-c]pyridin-4-yl]phenoxy]phenoxy]ethoxy]piperidine-1-carboxylate C(C)S(=O)(=O)CC1=CC(=C(OC=2C=C(OCCOC3CCN(CC3)C(=O)OC(C)(C)C)C=CC2)C=C1)C=1C2=C(C(N(C1)C)=O)N(C=C2)S(=O)(=O)C2=CC=C(C=C2)C